CN1CCC(CC1)C(=O)O 1-Methylpiperidine-4-carboxylic acid